N-(2-(4-(6-fluoro-2-(((3R,3aR,6R,6aR)-6-hydroxyhexahydrofuro[3,2-b]furan-3-yl)oxy)-1H-imidazo[4,5-b]pyridin-5-yl)phenoxy)ethyl)acetamide FC=1C=C2C(=NC1C1=CC=C(OCCNC(C)=O)C=C1)N=C(N2)O[C@H]2[C@@H]1[C@H](OC2)[C@@H](CO1)O